1-(4-(4-((2-methoxy-5-methyl-4-((1-methyl-1H-benzo[d][1,2,3]triazol-5-yl)oxy)phenyl)amino)pyrido[3,2-d]pyrimidin-6-yl)piperazin-1-yl)prop-2-en-1-one COC1=C(C=C(C(=C1)OC1=CC2=C(N(N=N2)C)C=C1)C)NC=1C2=C(N=CN1)C=CC(=N2)N2CCN(CC2)C(C=C)=O